COC=1C(=NC(=CC1)C(F)(F)F)C#N 3-methoxy-6-(trifluoromethyl)-2-cyanopyridine